Cl.NCC1=CC=C(NC2=CC=C(C=C2)N2CCC(CC2)C(F)(F)F)C=C1 4-(aminomethyl)-N-(4-(4-(trifluoromethyl)piperidin-1-yl)phenyl)aniline hydrochloride salt